2-(oxetan-3-ylidenemethyl)thiazol O1CC(C1)=CC=1SC=CN1